COC=1C=C(CN(C2=CC(=CC=C2)COCCOCCN2CCOCC2)CC2=CC(=CC=C2)N2CCN(CC2)C)C=CC1 N-(3-methoxybenzyl)-N-(3-(4-methylpiperazin-1-yl)benzyl)-3-((2-(2-morpholinoethoxy)ethoxy)methyl)aniline